Cl.NC1CCN(CC1)C=1N(C(C(=C(N1)C1=CC=C(C=C1)C#N)C1=CC=C(OCC(=O)NC2=CC=C(C=C2)CC(=O)NO)C=C1)=O)C 2-(4-(2-(4-aminopiperidin-1-yl)-4-(4-cyanophenyl)-1-methyl-6-oxo-1,6-dihydropyrimidin-5-yl)phenoxy)-N-(4-(2-(hydroxyamino)-2-oxoethyl)phenyl)acetamide hydrochloride